C(C)(C)(C)N([C@@H](C(C)C)C(=O)N[C@@H](C)C(=O)N[C@@H](CCCCN)C(=O)[O-])C(CBr)=O tert-butyl-N-(bromoacetyl)-L-valyl-L-alanyl-L-lysinate